3-(2-((palmitoyloxy)(phenyl)methoxy)-2,2-diphenylacetoxy)spiro[bicyclo[3.2.1]octane-8,1'-pyrrolidin]-8-ium 2,2,2-trifluoroacetate FC(C(=O)[O-])(F)F.C(CCCCCCCCCCCCCCC)(=O)OC(OC(C(=O)OC1CC2CCC(C1)[N+]21CCCC1)(C1=CC=CC=C1)C1=CC=CC=C1)C1=CC=CC=C1